OCC1CCN(CC1)C1=NC(=NC(=C1)C1=CC=C(C=C1)N1CCOCC1)C=1C(=NC=CC1)O (4-(4-(hydroxymethyl)piperidin-1-yl)-6-(4-morpholinophenyl)pyrimidin-2-yl)pyridin-2-ol